IC=1C=CC=C2CC[C@@H]([C@@H](C12)NC(O)=O)OCOC.CC1=NOC(=C1C1=CC2=C(N(C(=N2)[C@@H]2CCC(N2)=O)CC(C)O)C=C1)C (5S)-5-(5-(3,5-dimethylisoxazol-4-yl)-1-(2-hydroxypropyl)-1H-benzo[d]imidazol-2-yl)pyrrolidin-2-one (1R,2S)-8-iodo-2-(methoxymethoxy)-1,2,3,4-tetrahydronaphthalen-1-yl-carbamate